tert-butyl (S)-4-(3-cyclopropyl-4-nitrophenyl)-2-(methoxymethyl)piperazine-1-carboxylate C1(CC1)C=1C=C(C=CC1[N+](=O)[O-])N1C[C@H](N(CC1)C(=O)OC(C)(C)C)COC